CN1C=NC(=C1)C=1C=C(C=CC1NC1=NC=C(C=C1)C(F)(F)F)S(=O)(=O)Cl 3-(1-methylimidazol-4-yl)-4-[[5-(trifluoromethyl)-2-pyridyl]amino]benzenesulfonyl chloride